C(C)SC1=C(C=CC=C1)SC=1C=2N(C(=NC1)N1CCC3(CC1)[C@@H](C1=CC=CC=C1C3)N)C=CN2 (S)-1'-(8-((2-(ethylthio)phenyl)thio)imidazo[1,2-c]pyrimidin-5-yl)-1,3-dihydrospiro[indene-2,4'-piperidin]-1-amine